hexadecyldi-n-propyl[3-(trimethoxysilyl)propyl]ammonium chloride [Cl-].C(CCCCCCCCCCCCCCC)[N+](CCC[Si](OC)(OC)OC)(CCC)CCC